octaoxa-27-aza-hentriacontan-31-oic acid OOOOOOOOCCCCCCCCCCCCCCCCCCNCCCC(=O)O